BrCC(=O)N1CC2=CC(=C(C=C2C1)F)F 2-bromo-1-(5,6-difluoroisoindolin-2-yl)ethan-1-one